ClC=1C=C(C(=C(C(=O)[O-])C1)C)F 5-chloro-3-fluoro-2-methylbenzoate